N-(5-(2,3-Dimethyl-8-morpholinoimidazo[1,2-a]pyridin-6-yl)-2-fluoro-4-methylphenyl)-3-(2,2,2-trifluoroethyl)-2,5-dihydro-1H-pyrrole-1-carboxamide CC=1N=C2N(C=C(C=C2N2CCOCC2)C=2C(=CC(=C(C2)NC(=O)N2CC(=CC2)CC(F)(F)F)F)C)C1C